Dioxolane-5-yl trifluoromethanesulfonate FC(S(=O)(=O)OC1COCO1)(F)F